C(C(=C)C)(=O)O.CN1C(=NC(C=C1)=O)NC(=O)N methyl-2-ureido-4[1H]-pyrimidinone methacrylate